N1(C=NC=C1)C=1N=C(C2=C(N1)CCC2)C(=O)N[C@@H]2CC[C@H](CC2)OCCOC 2-(imidazol-1-yl)-N-[(trans)-4-(2-methoxyethoxy)cyclohexyl]-5H,6H,7H-cyclopenta[d]pyrimidine-4-carboxamide